C(C)(C)(C)OC(=O)N1CC=C(CC1)C1=C(C(=CC=C1)Br)OC[C@H](O)C1=CC=C(C=C1)Cl (R)-4-(3-bromo-2-(2-(4-chlorophenyl)-2-hydroxyethoxy)phenyl)-5,6-dihydropyridine-1(2H)-carboxylic acid tert-butyl ester